C(C)C=1C=NN2C1N=C(C=C2NCC2=CC=C(C=C2)O)N2[C@@H](CCCC2)CCO 4-[[[3-ethyl-5-[(2S)-2-(2-hydroxyethyl)-1-piperidyl]pyrazolo[1,5-a]pyrimidin-7-yl]amino]methyl]phenol